FC1=C(C(=CC=C1)F)C1=CC=CC2=C1C(=NO2)N2C(N1[C@@H](CC([C@@H](C1)NS(=O)(=O)C)(F)F)C2)=O |o1:20,23| rel-N-{(6R,8aS)-2-[4-(2,6-difluorophenyl)-1,2-benzoxazol-3-yl]-7,7-difluoro-3-oxooctahydroimidazo[1,5-a]pyridin-6-yl}methanesulfonamide